ClC=1C=C2C=3C=C(C=C(C3C(C2=CC1)(C)C)F)F 6-chloro-1,3-difluoro-9,9-dimethyl-9H-fluorene